Bis(dimethylthiocarbamoyl)disulfide CN(C(=S)SSC(N(C)C)=S)C